C(C)(=O)[O-].[Zr+4].C(C)(=O)[O-].C(C)(=O)[O-].C(C)(=O)[O-] zirconium(IV) acetate